ClC1=NC(=CC(=C1)B1OC(C(O1)(C)C)(C)C)C(F)(F)F 2-chloro-4-(4,4,5,5-tetramethyl-1,3,2-dioxaborolan-2-yl)-6-(trifluoromethyl)pyridine